di-n-octyl-tin dilaurate C(CCCCCCCCCCC)(=O)[O-].C(CCCCCCCCCCC)(=O)[O-].C(CCCCCCC)[Sn+2]CCCCCCCC